CC1(C(CCC1)=O)C 2,2-dimethylcyclopentan-1-one